CC(C)(C#C)S 2-methyl-3-butyn-2-thiol